CC(C)CC=C Isohexene